(3S*,3aS*,6R*,7R*,7aS*)-N-(pyridin-2-yl)methyl-1,7-diisobutyl-1,2,3,6,7,7a-hexahydro-3aH-3,6-methanopyrrolo[3,2-b]pyridine-3a-carboxamide N1=C(C=CC=C1)CNC(=O)[C@@]12N=C[C@H]3[C@H]([C@@H]1N(C[C@@H]2C3)CC(C)C)CC(C)C |o1:10,13,14,15,18|